(4R)-N-(3-bromo-2-chloro-phenyl)-4-(4-hydroxy-1-piperidyl)-4,5,6,7-tetrahydropyrazolo[1,5-a]pyridine-2-carboxamide BrC=1C(=C(C=CC1)NC(=O)C1=NN2C([C@@H](CCC2)N2CCC(CC2)O)=C1)Cl